COC1=C(C=CC(=C1)C=1C=NN(C1)C)NC=1N=CC2=C(N1)C(=NC=C2)NCC(F)(F)F N2-(2-methoxy-4-(1-methyl-1H-pyrazol-4-yl)phenyl)-N8-(2,2,2-trifluoroethyl)pyrido[3,4-d]pyrimidine-2,8-diamine